7-chloro-6-(2,6-difluorophenyl)-8-(trifluoromethyl)-4H-[1,2,4]triazolo[1,5-a][1,4]benzodiazepine ClC1=C(C=CC2=C1C(=NCC=1N2N=CN1)C1=C(C=CC=C1F)F)C(F)(F)F